10-methyl-5-(thiophen-2-yl)naphtho[1',2':4,5]imidazo[1,2-a]pyridine CC1=CC=2N(C=C1)C1=C(N2)C=2C=CC=CC2C(=C1)C=1SC=CC1